{2-[2-(benzyloxy)ethyl]-4-methoxybutyl}-3-methyl-2-nitroaniline C(C1=CC=CC=C1)OCCC(CNC1=C(C(=CC=C1)C)[N+](=O)[O-])CCOC